tetrahydrothiophen-3-yl benzoate C(C1=CC=CC=C1)(=O)OC1CSCC1